2-((E)-2-(((E)-4-chlorobenzylidene)hydrazineylidene)-5-oxoimidazolidine-4-yl)acetyl chloride ClC1=CC=C(\C=N\N=C/2\NC(C(N2)CC(=O)Cl)=O)C=C1